(3S)-3-methylpyrrolidine-3-carbonitrile hydrochloride Cl.C[C@]1(CNCC1)C#N